C1(CCC(N1C(C([O-])=N)(CCCCCC([O-])=N)N1C(CCC1=O)=O)=O)=O disuccinimidyl-suberimidate